F[B-](F)(F)F.FC(C=1C=C(C=C(C1)C(F)(F)F)NC(NC1=CC=C2C[C@@H]3OCC=4N([C@@H]3C2=C1)C=[N+](N4)C4=C(C=C(C=C4C)C)C)=S)(F)F (5aS,10bR)-9-(3-(3,5-bis(trifluoromethyl)phenyl)thioureido)-2-mesityl-5a,10b-dihydro-4H,6H-indeno[2,1-b][1,2,4]triazolo[4,3-d][1,4]oxazin-2-ium tetrafluoroborate